ClC1=CC=C(C(=N1)C)N[C@H](C)C=1C=C(C=C2C(C=C(OC12)SCC)=O)C 8-[(1R)-1-[(6-Chloro-2-methyl-3-pyridyl)amino]ethyl]-2-ethylsulfanyl-6-methyl-chromen-4-one